N-Methylethanolamin CNCCO